BrCC=1C=C2C=NN(C2=CC1)C 5-(bromomethyl)-1-methyl-indazole